COC=1C=C2C(=NC(=NC2=CC1OC)C)NC(C)C=1SC(=CC1)C1=CC=C(C=C1)N1CCOCC1 6,7-dimethoxy-2-methyl-N-[1-{5-[4-(morpholin-4-yl)phenyl]thiophen-2-yl}ethyl]quinazolin-4-amine